CC1=NC(=CC=C1N1CCN(CC1)CC=1N=C(SC1)NC(C(CC)=O)=O)N1N=CC=C1 N-(4-((4-(2-methyl-6-(1H-pyrazol-1-yl)pyridin-3-yl)piperazin-1-yl)methyl)thiazol-2-yl)-2-oxobutanamide